NC1=C(C=2C(=NC(=CN2)C#CC2(CCC(CC2)(F)F)O)N1C1=C(C(=CC=C1C)O)C)C(=O)N 6-amino-3-[2-(4,4-difluoro-1-hydroxy-cyclohexyl)ethynyl]-5-(3-hydroxy-2,6-dimethyl-phenyl)pyrrolo[2,3-b]Pyrazine-7-carboxamide